6-[methyl(1-pyrimidin-2-ylpent-4-enyl)amino]-4-oxo-1-[1-[6-(trifluoromethyl)-3-pyridyl]ethyl]-5H-pyrazolo[3,4-d]pyrimidine-3-carbonitrile CN(C=1NC(C2=C(N1)N(N=C2C#N)C(C)C=2C=NC(=CC2)C(F)(F)F)=O)C(CCC=C)C2=NC=CC=N2